CN1N=C(C2=CC=CC(=C12)OC1CCN(CC1)C(=O)C=1SC=CC1)C1C(NC(CC1)=O)=O 3-(1-methyl-7-((1-(thiophene-2-carbonyl)piperidin-4-yl)oxy)-1H-indazol-3-yl)-piperidine-2,6-dione